(S)-quinuclidin-3-yl (7-(pyridin-3-yl)-1,2,3,4-tetrahydronaphthalen-1-yl)carbamate N1=CC(=CC=C1)C1=CC=C2CCCC(C2=C1)NC(O[C@@H]1CN2CCC1CC2)=O